8-(2-(pyrrolidin-1-yl)ethyl)-7,8,9,10-tetrahydro-5H-cyclohepta[b]naphthalene-5,11(6H)-dione N1(CCCC1)CCC1CCC2=C(C(C=3C=CC=CC3C2=O)=O)CC1